CN1C=CC=2C1=NC=CC2C2=NC=C(C1=C2CNC1=O)NC1=NC(=CC=C1)N1[C@@H]2[C@H](CC1)CN(C2)C 4-(1-methyl-1H-pyrrolo[2,3-b]pyridin-4-yl)-7-((6-((3aR,6aR)-5-methylhexahydropyrrolo[3,4-b]pyrrol-1(2H)-yl)pyridin-2-yl)amino)-2,3-dihydro-1H-pyrrolo[3,4-c]pyridin-1-one